(6Z)-8-(trans-4-aminocyclohexoxy)-5,5-dimethyl-6-[2-(1-piperidyl)ethoxyimino]benzo[h]quinazolin-4-amine N[C@@H]1CC[C@H](CC1)OC=1C=CC2=C(\C(\C(C=3C(=NC=NC23)N)(C)C)=N/OCCN2CCCCC2)C1